2-[2-(2-methoxymethyloxy-4-fluorophenyl)-2-phenyl-vinyl]-N-methylpiperidine COCOC1=C(C=CC(=C1)F)C(=CC1N(CCCC1)C)C1=CC=CC=C1